FC1=CC(=C(C=C1)C1=CC(=CC=C1)C=1OC2=C(N1)C=C(C=C2C)CNCC(C)(O)C)C2=NN=CN2C 1-(((2-(4'-Fluoro-2'-(4-methyl-4H-1,2,4-triazol-3-yl)-[1,1'-biphenyl]-3-yl)-7-methylbenzo[d]oxazol-5-yl)methyl)amino)-2-methylpropan-2-ol